N(=[N+]=[N-])C1=NC=C(C=C1)C(F)(F)F 2-azido-5-(trifluoromethyl)pyridine